N1CCC(CC1)N1N=CC(=C1)CC=1C=2C3=C(C(NC3=CC1)=O)C=CC2.FC(C=O)(F)F 2,2,2-trifluoroacetaldehyde compound with 6-((1-(piperidin-4-yl)-1H-pyrazol-4-yl)methyl)benzo[cd]indol-2(1H)-one